C(=C)C1=CN(C2=NC(=CC=C21)C(=O)OC)C methyl 3-ethenyl-1-methylpyrrolo[2,3-b]pyridine-6-carboxylate